[N+](=O)([O-])C1=NNC=C1 nitro-pyrazole